2-(2,4-dihydroxyphenyl)-3,5,7-trihydroxychromen-4-one OC1=C(C=CC(=C1)O)C=1OC2=CC(=CC(=C2C(C1O)=O)O)O